C1(CC1)CN1C=C(C2=NN(C(C(=C21)C=2C=NC(=CC2)C2CC2)=O)C2=CC1=CN(N=C1C=C2)C)[C@@H](C)O (R)-5-(cyclopropylmethyl)-4-(6-cyclopropylpyridin-3-yl)-7-(1-hydroxyethyl)-2-(2-methyl-2H-indazol-5-yl)-2,5-dihydro-3H-pyrrolo[3,2-c]pyridazin-3-one